(2-fluoro-6-hydroxyphenyl)-potassium trifluoroborate B(F)(F)F.FC1=C(C(=CC=C1)O)[K]